C(C)(C)C1=C(NC2=CC=C(C=C12)C1CCN(CC1)CC(=O)N(C)C)C=1N=C(C=2N(C1)N=CN2)OC 2-(4-(3-isopropyl-2-(8-methoxy-[1,2,4]triazolo[1,5-a]pyrazin-6-yl)-1H-indol-5-yl)piperidin-1-yl)-N,N-dimethylacetamide